COC=1C=CC2=C(CC(C=C3N2C(N=N3)[C@@H]3CC[C@H](CC3)OC3=NC=CC=C3)NC(OC(C)(C)C)=O)C1 tert-butyl {8-methoxy-1-[trans-4-(pyridin-2-yloxy)cyclohexyl]-5,6-dihydro-[1,2,4]triazolo[4,3-a][1]benzazepin-5-yl}carbamate